4H,5H,6H,7H-pyrazolo[1,5-a]pyridin-2-yltrifluoromethanesulfonate N1=C(C=C2N1CCCC2)OS(=O)(=O)C(F)(F)F